3-phenyl-1,2,4-thiadiazole-5-amine C1(=CC=CC=C1)C1=NSC(=N1)N